[Br-].[Si](C)(C)(C(C)(C)C)OCCC[Zn+] (3-((tert-butyldimethylsilyl)oxy)propyl)zinc (II) bromide